(R)-3-hydroxy-3-methylpiperidin-1-ium chloride [Cl-].O[C@]1(C[NH2+]CCC1)C